C1(=CC=CC=C1)CCC(=O)O.CN1N=CC(=C1)C1=CC2=C(O[C@@H](CN2)[C@@H](C2=CC=CC=C2)NCCC2=CC=C(C#N)C=C2)N=C1 4-[2-[[(R)-[(3S)-7-(1-methylpyrazol-4-yl)-2,3-dihydro-1H-pyrido[2,3-b][1,4]oxazin-3-yl]-phenyl-methyl]amino]ethyl]benzonitrile 3-phenyl-propanoate